2'-O-methoxyuridine-3'-phosphate P(=O)(O)(O)O[C@H]1[C@H]([C@@H](O[C@@H]1CO)N1C(=O)NC(=O)C=C1)OOC